(2,3-dichlorophenyl)methanone ClC1=C(C=CC=C1Cl)C=O